(4-cyclopropyl-naphthalene-1-yl)-3-nitropyridine-4-amine C1(CC1)C1=CC=C(C2=CC=CC=C12)C1=NC=CC(=C1[N+](=O)[O-])N